C12(CCC(CC1)C2)C(=C(C(=O)N)C)CCCCCCCCCCCC r-norbornanyl-dodecyl-methacrylamide